4-methyl-3-(cis-3-methyl-1-(3-(4,4,5,5-tetramethyl-1,3,2-dioxaborolan-2-yl)phenyl)cyclobutyl)-4H-1,2,4-triazole CN1C(=NN=C1)C1(CC(C1)C)C1=CC(=CC=C1)B1OC(C(O1)(C)C)(C)C